C(C)(C)C1=CC=C(C=C1)C1=NC(=NN1C)C(=O)N1CCC2(CCCC2)CC1 (5-(4-isopropylphenyl)-1-methyl-1H-1,2,4-triazol-3-yl)(8-azaspiro[4.5]dec-8-yl)methanone